Palladium-Manganese Oxide [O-2].[Mn+2].[Pd+2].[O-2]